P(F)(F)OC(COC(C=C)(C)C)COCC#C (1,1-dimethylallyloxy)-3-(propargyloxy)-2-propanol difluorophosphite